4-[2-(4-aminopiperidin-1-yl)-5-[4-(2-hydroxyethoxy)phenyl]-1-methyl-6-oxopyrimidin-4-yl]benzonitrile NC1CCN(CC1)C=1N(C(C(=C(N1)C1=CC=C(C#N)C=C1)C1=CC=C(C=C1)OCCO)=O)C